(6aR)-8-acryloyl-1-(1,4-dimethylpyrrolo[3,4-c]pyrazol-5(1H)-yl)-4-chloro-3-(2-fluoro-6-hydroxyphenyl)-6,6a,7,8,9,10-hexahydro-12H-pyrazino[2,1-c]pyrido[3,4-f][1,4]oxazepin-12-one C(C=C)(=O)N1C[C@@H]2COC3=C(C(N2CC1)=O)C(=NC(=C3Cl)C3=C(C=CC=C3O)F)N3C=C1N(N=CC1=C3C)C